NC1=NC=2C=CC(=CC2C2=C1C=NN2C)C(=O)N(C)[C@@H]2CCC1=NC(=CC=C12)Br 4-amino-N-((5R)-2-bromo-6,7-dihydro-5H-cyclopenta[b]pyridin-5-yl)-N,1-dimethyl-1H-pyrazolo[4,3-c]quinoline-8-carboxamide